2-nitro-3-[(pyridin-2-yl)methoxy]pyridine [N+](=O)([O-])C1=NC=CC=C1OCC1=NC=CC=C1